ClC=1C(=C(CN2[C@@H](CC(CC2)(C(=O)O)CC2=NC(=CC=C2F)NC2=NNC(=C2)C)CC)C=CC1)C (2R)-1-(3-chloro-2-methylbenzyl)-2-ethyl-4-((3-fluoro-6-((5-meth-yl-1H-pyrazol-3-yl)amino)pyridin-2-yl)methyl)piperidine-4-carboxylic acid